5'-O-(4,4'-dimethoxytrityl)-3'-O-(tert-butyldimethylsilyl)thymidine COC1=CC=C(C(C2=CC=C(C=C2)OC)(C2=CC=CC=C2)OC[C@@H]2[C@H](C[C@@H](O2)N2C(=O)NC(=O)C(C)=C2)O[Si](C)(C)C(C)(C)C)C=C1